FC=1C(=CC=C(C1)C(C(=O)O)C)[N+](=O)[O-] 2-(5-fluoro-4-nitrophenyl)propanoic acid